3-(2-(5-(4-hydroxybenzylidene)-3-(3-isopropylphenyl)-4-oxothiazolidin-2-ylidene)hydrazono)-5-methylindol-2-one OC1=CC=C(C=C2C(N(C(S2)=NN=C2C(NC3=CC=C(C=C23)C)=O)C2=CC(=CC=C2)C(C)C)=O)C=C1